CC1NC=CC2=C1N=NN2 4-methyl-4,5-dihydro-1H-[1,2,3]triazolo[4,5-c]pyridine